C18-TMS(n-octadecyltrimethoxysilane) [Si](C)(C)(C)CCCCCCCCCCCCCCCCCC[Si](OC)(OC)OC